(trans)-methyl 4-(2-chloro-4-fluorophenyl)-6-(4-(2-methoxy-2-oxoethylsulfonamido)cyclohexyl)-2-(thiazol-2-yl)-1,4-dihydropyrimidine-5-carboxylate ClC1=C(C=CC(=C1)F)C1N=C(NC(=C1C(=O)OC)[C@@H]1CC[C@H](CC1)NS(=O)(=O)CC(=O)OC)C=1SC=CN1